FC1=C(C(=CC=2SC(=CC21)C(CCS(=O)(=O)O)=O)OC)OC 3-(4-Fluoro-5,6-dimethoxybenzo[b]thiophen-2-yl)-3-oxopropane-1-sulfonic acid